C1=CC2=CC=CC3=CC=CC1=C23 ACENAPHTHYLEN